C(C1=CC=CC=C1)OC1=CC=C(C=C1)C1=CN=CO1 5-(4-benzyloxyphenyl)oxazole